2-(4-chlorophenyl)-4,6-bis(naphthalen-1-yl)-benzoxazole ClC1=CC=C(C=C1)C=1OC2=C(N1)C(=CC(=C2)C2=CC=CC1=CC=CC=C21)C2=CC=CC1=CC=CC=C21